5-Hydroxy-nonadecanoic acid OC(CCCC(=O)O)CCCCCCCCCCCCCC